FC(OC1=CC=C(OC2=CC=C(C=C2)C2CCCN3C2=NS(CC3)(=O)=O)C=C1)(F)F 9-{4-[4-(trifluoromethoxy)phenoxy]phenyl}-3,4,6,7,8,9-hexahydropyrido[2,1-c][1,2,4]thiadiazine 2,2-dioxide